benzothiophene-2,5-dicarboxylic acid S1C(=CC2=C1C=CC(=C2)C(=O)O)C(=O)O